C1(CC1)[C@]1(C(NC(N1)=O)=O)CCC(=O)N1C[C@H](C2=C(CC1)C=C(C(=C2)Cl)Cl)C (S)-5-cyclopropyl-5-(3-((S)-7,8-dichloro-1-methyl-1,2,4,5-tetrahydro-3H-benzo[d]azepin-3-yl)-3-oxopropyl)imidazolidine-2,4-dione